CALCIUM-SODIUM [Na].[Ca]